N-[[3-[4-amino-1-(2,2,2-trifluoroethyl)indol-2-yl]-1,2,4-oxadiazol-5-yl]methyl]-1-tert-butyl-pyrrole-3-carboxamide NC1=C2C=C(N(C2=CC=C1)CC(F)(F)F)C1=NOC(=N1)CNC(=O)C1=CN(C=C1)C(C)(C)C